C1C2N(CCN1)C(CCC2=O)=O hexahydro-2H-pyrido[1,2-a]pyrazine-6,9-dione